ClC1=CC=C(C=C1)C1N(C(CC2=CC(=C(C=C12)OC(C)C)OC)=O)C1=CC=C(C=C1)N(C)CC1CCC(CC1)N1C2CNC(C1)C2 1-(4-chlorophenyl)-2-[4-[[4-(2,5-diazabicyclo[2.2.1]heptan-2-yl)cyclohexyl]methyl-methyl-amino]phenyl]-7-isopropoxy-6-methoxy-1,4-dihydroisoquinolin-3-one